FC1=CC(=C(C=C1)C1=CC(=CC=C1)C1=NC2=C(N1)C(=CC(=C2)CNCC2(COC2)O)C(F)(F)F)C2=NN=CN2C 3-((((2-(4'-fluoro-2'-(4-methyl-4H-1,2,4-triazol-3-yl)-[1,1'-biphenyl]-3-yl)-7-(trifluoromethyl)-1H-benzo[d]imidazol-5-yl)methyl)amino)methyl)oxetan-3-ol